C(C)(C)(C)OC(=O)N1[C@H](CN([C@@H](C1)C)C(C=C)=O)C (2S,5R)-4-acryloyl-2,5-dimethylpiperazine-1-carboxylic acid tert-butyl ester